N-(2-(4,4-Difluoropiperidin-1-yl)-6-methylpyrimidin-4-yl)-4-((2-hydroxyethyl)sulfonamido)-5-methoxy-2-(6-azaspiro[2.5]octan-6-yl)benzamide FC1(CCN(CC1)C1=NC(=CC(=N1)NC(C1=C(C=C(C(=C1)OC)NS(=O)(=O)CCO)N1CCC2(CC2)CC1)=O)C)F